N(=[N+]=[N-])CC=1N=C2N(C(=NC=C2)OC(C)C)C1 2-(azidomethyl)-5-isopropoxyimidazo[1,2-c]Pyrimidine